BrC1=CC=C(C=C1)[C@]1([C@@H](C1)C)C=O (cis)-1-(4-bromophenyl)-2-methylcyclopropane-1-carbaldehyde